O1C[C@H](CC1)CCNC(O[C@H]1[C@H](NC[C@@H]1O)CC1=CC=C(C=C1)C1=CN=CS1)=O (2R,3S,4S)-4-hydroxy-2-(4-(thiazol-5-yl)benzyl)pyrrolidin-3-yl (2-((S)-tetrahydrofuran-3-yl)ethyl)carbamate